copper sulfide [Cu]=S